FC=1C(=C(C=CC1)[C@@]1(C[C@H](CC1)C1=CC=NN1C)C(=O)O)C cis-1-(3-fluoro-2-methylphenyl)-3-(1-methyl-1H-pyrazol-5-yl)cyclopentane-1-carboxylic acid